7-chloro-6-methyl-2,3-dihydrofuro[3,2-b]pyridin-5-amine ClC1=C2C(=NC(=C1C)N)CCO2